N[C@H](C(=O)NC1=CC=C(C=C1)C1=C2C(=NC=C1)NC(=C2)C)C(C)(C)C (2S)-2-Amino-3,3-dimethyl-N-[4-(2-methyl-1H-pyrrolo[2,3-b]pyridin-4-yl)phenyl]butanamide